2-(6-chloro-5-(2-isopropoxyphenyl)-1H-benzo[d]imidazol-2-yl)-2-(4-((cyclopropylmethyl)sulfonyl)phenyl)ethanol methyl-Mesylate CCS(=O)(=O)OCC(C1=CC=C(C=C1)S(=O)(=O)CC1CC1)C1=NC2=C(N1)C=C(C(=C2)C2=C(C=CC=C2)OC(C)C)Cl